tolylborate C1(=C(C=CC=C1)OB([O-])[O-])C